hydroxy-4-ethoxy-4'-butoxybenzophenone OC1=C(C(=O)C2=CC=C(C=C2)OCCCC)C=CC(=C1)OCC